N'-(7-(1-(1-(2-fluorophenyl)-5-methyl-1H-1,2,3-triazol-4-yl)ethyl)-5-(2-(trifluoromethyl)pyrimidin-5-yl)-7H-pyrrolo[2,3-d]pyrimidin-4-yl)-N,N-dimethyl-formimidamide FC1=C(C=CC=C1)N1N=NC(=C1C)C(C)N1C=C(C2=C1N=CN=C2N=CN(C)C)C=2C=NC(=NC2)C(F)(F)F